boron water oxygen [O].O.[B]